BrC1=C(C=CC=C1)C1=CC2=CC=C(C=C2C=C1)C(CC)(CCCCCCCC)CC 2-(2-bromophenyl)-6-(3-ethyl-3-undecyl)naphthalene